OC1=C2C(CC(OC2=C(C(=C1)OC)OC)(C1=CC=CC=C1)O)=O 5,2-dihydroxy-7,8-dimethoxyflavone